NC1=NC=CC(=C1Cl)OC1=C(C=C(C=C1)NC(=O)C1=C(N=C(S1)C1=CC=CC=C1)C)F (4-((2-amino-3-chloropyridin-4-yl)oxy)-3-fluorophenyl)-4-methyl-2-phenylthiazole-5-carboxamide